C12OCC(C1)(C2)N2C[C@@H](N(S(C1=C2C=C(C(=C1)O\C=C(\C(=O)O)/F)SC)(=O)=O)C)CCCC (S,Z)-3-((5-(2-oxabicyclo[2.1.1]hexan-4-yl)-3-butyl-2-methyl-7-(methylthio)-1,1-dioxido-2,3,4,5-tetrahydrobenzo[f][1,2,5]thiadiazepin-8-yl)oxy)-2-fluoroacrylic acid